N-[2-(4-formylcyclohexyl)-5-methoxy-1,3-benzothiazol-6-yl]-6-(trifluoromethyl)pyridine-2-carboxamide C(=O)C1CCC(CC1)C=1SC2=C(N1)C=C(C(=C2)NC(=O)C2=NC(=CC=C2)C(F)(F)F)OC